O1C=2C(OCC1)=C(SC2)C2=NN=NN2CC2=C(C(=O)NO)C=C(C=C2F)F ((5-(2,3-dihydrothieno[3,4-b][1,4]dioxin-5-yl)-1H-tetrazol-1-yl)methyl)-3,5-difluoro-N-hydroxybenzoamide